OCCCNC=1C=CC=2N(N1)C(=CN2)C2=CC(=C(C=C2)O)OC 4-[6-(3-hydroxypropyl-amino)imidazo[1,2-b]pyridazin-3-yl]-2-methoxy-phenol